rel-N-[(3S,4R)-7-cyclopropyl-4-({[(1s,4S)-4-methylcyclohexyl]oxy}methyl)-6-oxo-1,3,4,6-tetrahydro-2H-quinolizin-3-yl]ethanesulfonamide C1(CC1)C=1C(N2[C@H]([C@H](CCC2=CC1)NS(=O)(=O)CC)COC1CCC(CC1)C)=O |o1:6,7|